6-bromo-3-(2,2-difluoroethyl)-1,2,3,4-tetrahydro-2,4-quinazolinedione BrC=1C=C2C(N(C(NC2=CC1)=O)CC(F)F)=O